tert-butyl 2-(5-fluoro-2-(3-nitro-4-(piperidin-1-yl)benzamido)phenyl)acetate FC=1C=CC(=C(C1)CC(=O)OC(C)(C)C)NC(C1=CC(=C(C=C1)N1CCCCC1)[N+](=O)[O-])=O